3-(1-fluoro-1-(4-methyl-4H-1,2,4-triazol-3-yl)propan-2-yl)aniline FC(C(C)C=1C=C(N)C=CC1)C1=NN=CN1C